C1(=CC=CC=C1)C=1N=C(C2=C(N1)C1=C(O2)C=CC=C1)C1=CC=CC=C1 2,4-diphenylbenzo[4,5]furo[3,2-d]pyrimidine